C(CC)[N+](OC(CC)CCCCCCCCC)(CCC)CC(C)O N,N-dipropyl-N-3-dodecyloxy-2-hydroxypropyl-ammonium